NC1=NN=C2N1C=C(C=C2)C=2C=C(C=CC2)C2=NOC(=C2)[C@]2(C(N(CC2)C)=O)O (R)-3-(3-(3-(3-amino-[1,2,4]triazolo[4,3-a]pyridin-6-yl)phenyl)isoxazol-5-yl)-3-hydroxy-1-methylpyrrolidin-2-one